C(=O)CN1N=NC2=C1C=CC=C2 1-(formylmethyl)-1H-benzotriazole